C(=C)P(OC)([O-])=O Methyl Vinylphosphonate